(5-chloro-2-((1-(1-methylpiperidin-4-yl)-1H-pyrazol-4-yl)amino)pyrimidin-4-yl)benzoic acid lithium [Li].ClC=1C(=NC(=NC1)NC=1C=NN(C1)C1CCN(CC1)C)C1=C(C(=O)O)C=CC=C1